N1=CC=C(C=C1)C1=NOC=N1 3-(pyridin-4-yl)-1,2,4-oxadiazol